di-tert-butyl(pent-4-en-1-yl)phosphonium bromide [Br-].C(C)(C)(C)[PH+](CCCC=C)C(C)(C)C